6-(4-((3-Fluoropyridin-2-yl)carbamoyl)-2-(6-methylpyridin-2-yl)-1H-imidazol-1-yl)imidazo[1,2-a]pyridine-3-carbonitrile FC=1C(=NC=CC1)NC(=O)C=1N=C(N(C1)C=1C=CC=2N(C1)C(=CN2)C#N)C2=NC(=CC=C2)C